2-(2,6-dioxopiperidin-3-yl)-5-(7-(4-(4-((5-(4-(methylsulfonyl)phenyl)-[1,2,4]triazolo[1,5-a]pyridin-2-yl)amino)phenyl)piperazin-1-yl)-7-oxohept-1-yn-1-yl)isoindoline-1,3-dione O=C1NC(CCC1N1C(C2=CC=C(C=C2C1=O)C#CCCCCC(=O)N1CCN(CC1)C1=CC=C(C=C1)NC1=NN2C(C=CC=C2C2=CC=C(C=C2)S(=O)(=O)C)=N1)=O)=O